FC1([C@@H](C1)CN1N=CC(=C1)C1=C(N=C2N(C1=O)C=CC(=C2)OC)C(F)(F)F)F 3-(1-{[(1S)-2,2-Difluorocyclopropyl]methyl}-1H-pyrazol-4-yl)-8-methoxy-2-(trifluoromethyl)-4H-pyrido[1,2-a]pyrimidin-4-one